3-deutero-4-fluoro-benzoic acid [2H]C=1C=C(C(=O)O)C=CC1F